C(C)OC=1N=NN(C1)[C@H](C(=O)OC(C)(C)C)[C@H](CC)C tert-Butyl (2S,3S)-2-(4-ethoxytriazol-1-yl)-3-methyl-pentanoate